(R or S)-2-chloro-N,N-dimethyl-4-(4-(1-(3,3,3-trifluoro-2-hydroxy-2-(3-(trifluoromethoxy)phenyl)propanoyl)piperidin-4-yl)butoxy)benzamide ClC1=C(C(=O)N(C)C)C=CC(=C1)OCCCCC1CCN(CC1)C([C@@](C(F)(F)F)(C1=CC(=CC=C1)OC(F)(F)F)O)=O |o1:24|